FC=1C=C(C=CC1)C1=NOC(=N1)C(C)NC(OC(C)(C)C)=O tert-butyl N-[1-[3-(3-fluorophenyl)-1,2,4-oxadiazol-5-yl]ethyl]carbamate